C(C)(C)(C)OC(=O)N1CC(C1)(O)C#CC(=O)O 3-(1-tert-butoxycarbonyl-3-hydroxy-azetidin-3-yl)prop-2-ynoic acid